5-([1,2,4]triazolo[1,5-c]pyrimidin-7-ylamino)-6-(4-methoxyphenyl)-2,3-diphenylpyrazolo[1,5-a]pyrimidin-7(4H)-one N=1C=NN2C=NC(=CC21)NC=2NC=1N(C(C2C2=CC=C(C=C2)OC)=O)N=C(C1C1=CC=CC=C1)C1=CC=CC=C1